(S)-2-((2,4,6-tribromophenoxy)methyl)oxirane BrC1=C(OC[C@H]2OC2)C(=CC(=C1)Br)Br